NCC=1C=NC(=NC1)C1=C(C=C(C#N)C=C1)C(=O)C1=C(N=C(S1)N1CCOCC1)C 4-[5-(aminomethyl)pyrimidin-2-yl]-3-(4-methyl-2-morpholin-4-yl-1,3-thiazole-5-carbonyl)Benzonitrile